2-chloro-4-(dibenzothiophen-4-yl)quinazoline ClC1=NC2=CC=CC=C2C(=N1)C1=CC=CC2=C1SC1=C2C=CC=C1